ethyl 2-(2,2-dimethyl-4-oxo-3,8,11-trioxa-5-azatetradecan-14-amido)cyclohexane-1-carboxylate CC(C)(OC(NCCOCCOCCC(=O)NC1C(CCCC1)C(=O)OCC)=O)C